ClC=1C=2N(C=CC1)N=C(C2)[C@@H]2N(CCC1=C2N=CN1)C(=O)C1=C(N=C(O1)C1(CC1)O)C(F)F (R)-(4-(4-chloropyrazolo[1,5-a]pyridin-2-yl)-6,7-dihydro-1H-imidazo[4,5-c]pyridin-5(4H)-yl)(4-(difluoromethyl)-2-(1-hydroxycyclopropyl)oxazol-5-yl)methanone